2,3-diiodoaniline IC1=C(N)C=CC=C1I